2-chloro-4-(2-fluoro-4-(trifluoromethoxy)phenyl)-6,7-dimethylpteridine ClC1=NC2=NC(=C(N=C2C(=N1)C1=C(C=C(C=C1)OC(F)(F)F)F)C)C